4-methyl-6-bromo-8-(N-Boc-N-ethyl-2-aminoethoxy)quinazoline CC1=NC=NC2=C(C=C(C=C12)Br)OCCN(CC)C(=O)OC(C)(C)C